iron-manganese silicate [Si]([O-])([O-])([O-])[O-].[Mn+2].[Fe+2]